BrC1=CC=C(S1)CN(CC(=O)N[C@H](C)C1=CC=CC=C1)C (R)-2-(((5-Bromothiophen-2-yl)methyl)(methyl)amino)-N-(1-phenylethyl)acetamide